4-(2-ethylhexyloxy)phenol C(C)C(COC1=CC=C(C=C1)O)CCCC